8-Chloro-7-((2-methyl-1H-benzo[d]imidazol-6-yl)oxy)-2-(1-(3-(trifluoromethyl)cyclobutyl)-1H-pyrazol-4-yl)quinoxaline ClC=1C(=CC=C2N=CC(=NC12)C=1C=NN(C1)C1CC(C1)C(F)(F)F)OC=1C=CC2=C(NC(=N2)C)C1